The molecule is tetraanion of 3-oxodecanoyl-CoA arising from deprotonation of the phosphate and diphosphate functions; principal microspecies at pH 7.3. It is a conjugate base of a 3-oxodecanoyl-CoA. CCCCCCCC(=O)CC(=O)SCCNC(=O)CCNC(=O)[C@@H](C(C)(C)COP(=O)([O-])OP(=O)([O-])OC[C@@H]1[C@H]([C@H]([C@@H](O1)N2C=NC3=C(N=CN=C32)N)O)OP(=O)([O-])[O-])O